6-acetoxyl-ergosta-7,22-diene O(C(=O)C)C1C=C2[C@@H]3CC[C@H]([C@@H](C=C[C@@H](C(C)C)C)C)[C@]3(CC[C@@H]2[C@]2(CCCCC12)C)C